Cl.Cl.N1C(C=NC=C1)=O pyrazin-2-one dihydrochloride